FC1(CCN(CC1)C(=O)C1=CC=C(C=C1)C1=CC=C(C=C1)C(C)(C)NC(=O)NC1(CN2CCC1CC2)CC)F 1-(2-(4'-(4,4-difluoropiperidine-1-carbonyl)biphenyl-4-yl)propan-2-yl)-3-(3-ethylquinuclidin-3-yl)urea